5-bromo-N-(1-methylpiperidin-4-yl)pyridin-3-amine BrC=1C=C(C=NC1)NC1CCN(CC1)C